The molecule is a phosphatidylglycerol(1-) that is the conjugate base of 1,2-dihexadecanoyl-sn-glycero-3-phosphoglycerol obtained by deprotonation of the phosphate hydroxy group; major species at pH 7.3. It is a phosphatidylglycerol(1-) and a 1,2-diacyl-sn-glycero-3-phosphoglycerol(1-). It is a conjugate base of a 1,2-dihexadecanoyl-sn-glycero-3-phosphoglycerol. CCCCCCCCCCCCCCCC(=O)OC[C@H](COP(=O)([O-])OCC(CO)O)OC(=O)CCCCCCCCCCCCCCC